1,6-dimethyl-4,6-dihydropyrrolo[3,4-c]Pyrazole-5(1H)-carboxylic acid benzyl ester C(C1=CC=CC=C1)OC(=O)N1C(C=2N(N=CC2C1)C)C